(E)-5-Chloro-1-(4-fluorobenzyl)-4-(2-methoxyvinyl)-1H-pyrazole-3-carboxylic acid ethyl ester C(C)OC(=O)C1=NN(C(=C1\C=C\OC)Cl)CC1=CC=C(C=C1)F